ClC=1C=CC(=C(C1)C1=CC=C2C(=CN=NC2=C1)NCC1=C(C=C(C=C1)OC)OC)C1=NN(C=N1)C1OCCN1 7-[5-chloro-2-[1-(oxazolidin-2-yl)-1,2,4-triazol-3-yl]phenyl]-N-[(2,4-dimethoxyphenyl)methyl]cinnolin-4-amine